N[C@]1(C([C@@](CCC1)(C)O)=O)C1=CC=C(C=C1)C(F)(F)F (2S,6S)-2-amino-6-hydroxy-6-methyl-2-(4-(trifluoromethyl)phenyl)cyclohexan-1-one